tert-butyl (3S,4S)-3-((3-bromo-5-methylphenyl)amino)-4-((tert-butyldimethyl-silyl)oxy)pyrrolidine-1-carboxylate BrC=1C=C(C=C(C1)C)N[C@H]1CN(C[C@@H]1O[Si](C)(C)C(C)(C)C)C(=O)OC(C)(C)C